[Na+].O=C(C(=O)[O-])CCC(=O)[O-].[Na+] alpha-ketoglutarate sodium